BrC=1C=CC(=C(OCCN2C(CC(C2)(F)F)C(=O)O)C1)C=1OC2=C(C=CC=C2C(C1)=O)Cl 1-[2-[5-bromo-2-(8-chloro-4-oxo-chromen-2-yl)phenoxy]ethyl]-4,4-difluoro-pyrrolidine-2-carboxylic acid